1'-[4-chloro-2-(trifluoromethyl)phenyl]-2-(2-ethoxypyridin-3-yl)-7-[[(2R)-pyrrolidin-2-yl]methyl]spiro[6,8-dihydro-1,7-naphthyridine-5,4'-piperidine] ClC1=CC(=C(C=C1)N1CCC2(CC1)C=1C=CC(=NC1CN(C2)C[C@@H]2NCCC2)C=2C(=NC=CC2)OCC)C(F)(F)F